NC(C(C(CC1CC1)NC(=O)[C@@H]1[C@H]2C([C@H]2CN1C([C@H](C(C)(C)C)NC(C(F)(F)F)=O)=O)(C)C)=O)=O (1R,2S,5S)-N-(4-Amino-1-cyclopropyl-3,4-dioxobutan-2-yl)-3-((S)-3,3-dimethyl-2-(2,2,2-trifluoroacetamido)butanoyl)-6,6-dimethyl-3-azabicyclo[3.1.0]hexane-2-carboxamide